BrC1=CC=C(C=C1)[C@@H]1[C@@H]2C(OC([C@@H]2CCC1)=O)=O (3aS,4S,7aR)-4-(4-bromophenyl)hexahydroisobenzofuran-1,3-dione